tert-butyl 3-((1-(5-((tert-butoxycarbonyl)amino)pentyl)-5-methyl-1H-benzo[d]imidazol-2-yl)carbamoyl)benzoate C(C)(C)(C)OC(=O)NCCCCCN1C(=NC2=C1C=CC(=C2)C)NC(=O)C=2C=C(C(=O)OC(C)(C)C)C=CC2